FC(C)(F)C=1C=CC(=NC1)C12CCC(CC1)(CC2)C=O 4-(5-(1,1-difluoroethyl)pyridin-2-yl)bicyclo[2.2.2]octane-1-carbaldehyde